5-(3-((R)-2,3-dihydro-[1,4]dioxino[2,3-b]pyridin-3-yl)phenyl)-2H-tetrazol-2-ol O1C[C@H](OC2=NC=CC=C21)C=2C=C(C=CC2)C=2N=NN(N2)O